COC(=O)C=1C=C2C(=NC1N1C[C@@H]([C@H](C1)F)F)COC2.CN(C(C=C)=O)C=2C=C1C=CN(C1=CC2)C2=CC=C(C=C2)C(F)(F)F |r| N-methyl-N-(1-(4-(trifluoromethyl)phenyl)-1H-indol-5-yl)acrylamide methyl-2-[rac-(3s,4s)-3,4-difluoropyrrolidin-1-yl]-5,7-dihydrofuro[3,4-b]pyridine-3-carboxylate